4-[[4-[[1-cyclopropyl-3-(tetrahydro-2H-pyran-4-yl)-1H-pyrazol-4-yl]oxy]-2-pyridinyl]amino]-α,α-dimethyl-2-pyridinemethanol C1(CC1)N1N=C(C(=C1)OC1=CC(=NC=C1)NC1=CC(=NC=C1)C(O)(C)C)C1CCOCC1